ClC=1C(=CC(=NC1)OC)[C@H](C(=O)N1CC2(CC1)NC1=NC(=C(C=C1CC2)C=2C=NN(C2)C)C)C (2R)-2-(5-chloro-2-methoxypyridin-4-yl)-1-[7-methyl-6-(1-methyl-1H-pyrazol-4-yl)-3,4-dihydro-1H-spiro[1,8-naphthyridine-2,3'-pyrrolidin]-1'-yl]propan-1-one